2-bromo-4-(bromomethyl)-3-methoxy-pyridine BrC1=NC=CC(=C1OC)CBr